(2R)-7-bromo-2-methyl-4-(1-(2-(trifluoromethyl)pyrimidin-4-yl)ethyl)-2H-benzo[b][1,4]oxazin-3(4H)-one BrC=1C=CC2=C(O[C@@H](C(N2C(C)C2=NC(=NC=C2)C(F)(F)F)=O)C)C1